3-bromo-2-(bromomethyl)propan-1-ol BrCC(CO)CBr